6-Bromo-7-{1-[1-(2,4-difluorophenyl)-1H-pyrazol-4-yl]ethyl}-5-[2-(trifluoromethyl)pyrimidin-5-yl]-7H-pyrrolo[2,3-d]pyrimidin-4-amine BrC1=C(C2=C(N=CN=C2N)N1C(C)C=1C=NN(C1)C1=C(C=C(C=C1)F)F)C=1C=NC(=NC1)C(F)(F)F